[4-(3'-Phenoxybiphenyl-4-yloxy)-piperidin-1-yl]-propan-1-one O(C1=CC=CC=C1)C=1C=C(C=CC1)C1=CC=C(C=C1)OC1CCN(CC1)C(CC)=O